butyl 2,5-bis[[4-[2-[6-(6-hydroxyhexoxy)-2-naphthyl]-ethynyl]benzoyl]oxy]benzoate OCCCCCCOC=1C=C2C=CC(=CC2=CC1)C#CC1=CC=C(C(=O)OC2=C(C(=O)OCCCC)C=C(C=C2)OC(C2=CC=C(C=C2)C#CC2=CC3=CC=C(C=C3C=C2)OCCCCCCO)=O)C=C1